3-(5-methylthiazol-4-yl)-6-phenethyl-2-(thiophen-2-yl)-1H-inden-1-one CC1=C(N=CS1)C1=C(C(C2=CC(=CC=C12)CCC1=CC=CC=C1)=O)C=1SC=CC1